ClC1=NC(=C2N=C(NC2=N1)C(C)(C)O)N1CCOCC1 2-(2-Chloro-6-morpholinyl-9H-purin-8-yl)propan-2-ol